CN(C)CC=1C(=CC(N(C1)C(C(=O)OC)CC(C)C)=O)C(F)(F)F methyl 2-(5-((dimethylamino)methyl)-2-oxo-4-(trifluoromethyl)pyridin-1(2H)-yl)-4-methylpentanoate